CC(C(C)NCCCCN)CC N-(3-methylpentane-2-yl)butane-1,4-diamine